Methyl 2-(3-fluorophenyl)-3-oxo-6-[4-(trifluoromethyl) phenyl]-2,3-dihydropyridazine-4-carboxylate FC=1C=C(C=CC1)N1N=C(C=C(C1=O)C(=O)OC)C1=CC=C(C=C1)C(F)(F)F